ClCC(=O)C=1C=C2CC(NC2=CC1Cl)=O 5-chloroacetyl-6-chloro-1,3-dihydro-2H-indol-2-one